3-(4-fluoro-1-oxo-5-piperazin-1-yl-isoindolin-2-yl)piperidine-2,6-dione FC1=C2CN(C(C2=CC=C1N1CCNCC1)=O)C1C(NC(CC1)=O)=O